C1(CC1)COC(=O)C1(OC2=C(C(=C(C(=C2CC1)C)O)C)C)C 6-hydroxy-2,5,7,8-tetramethylchroman-2-carboxylic acid cyclopropylmethyl ester